3-amyl-octyl-10-(((4-nitrophenoxy)carbonyl)oxy)hexadecanoic acid C(CCCC)C(CCC(C(=O)O)CCCCCCCC(CCCCCC)OC(=O)OC1=CC=C(C=C1)[N+](=O)[O-])CCCCC